ethyl 2-(2-(difluoromethoxy)ethyl)-2H-1,2,3-triazole-4-carboxylate FC(OCCN1N=CC(=N1)C(=O)OCC)F